FC=1C=CC(=C(C(=O)N(C(C)C)C(C)C)C1)B1OC(C(O1)(C)C)(C)C 5-Fluoro-N,N-di(isopropyl)-2-(4,4,5,5-tetramethyl-1,3,2-dioxaborolan-2-yl)benzamide